CN(C(CCO[C@H](CCOC1=CC=CC2=CC=CC=C12)C1=CC=CC=C1)C1=CC=CC=C1)C N,N-dimethyl-3-((R)-3-(naphthalene-1-oxy)-1-phenylpropoxy)-1-phenylpropan-1-amine